BrC=1C(=NC=C(C1)F)N1N=NC(=C1)C 3-bromo-5-fluoro-2-(4-methyltriazol-1-yl)pyridine